(R)-2,2-difluoro-2-(2-fluoro-3-(1-((6-(4-isopropylpiperazin-1-yl)-7-methoxypyrido[2,3-d]pyrimidin-4-yl)amino)ethyl)phenyl)ethan-1-ol FC(CO)(C1=C(C(=CC=C1)[C@@H](C)NC=1C2=C(N=CN1)N=C(C(=C2)N2CCN(CC2)C(C)C)OC)F)F